CC(CCCCC(C)(C)N=C=O)(C)N=C=O 1,1,6,6-tetramethylhexamethylene diisocyanate